3-(benzyl(4-(3,4-dichlorophenyl)-5-isobutylthiazol-2-yl)amino)-N-methylpropanamide C(C1=CC=CC=C1)N(CCC(=O)NC)C=1SC(=C(N1)C1=CC(=C(C=C1)Cl)Cl)CC(C)C